(2r,4s)-4-hydroxy-1,2-pyrrolidinedicarboxylic acid tert-butyl ester C(C)(C)(C)OC(=O)N1[C@H](C[C@@H](C1)O)C(=O)O